1-benzhydrylazetidine-3-carbaldehyde C(C1=CC=CC=C1)(C1=CC=CC=C1)N1CC(C1)C=O